Ethyl (2E)-3-[4-(trifluoromethyl)phenyl]acrylate FC(C1=CC=C(C=C1)/C=C/C(=O)OCC)(F)F